4-hydroxy-2-methyl-2H-1,2-benzothiazine-3-formaldehyde-1,1-dioxide OC1=C(N(S(C2=C1C=CC=C2)(=O)=O)C)C=O